[Br-].O1C(OCC1)CC1=C(C=CC=C1)P(C1=CC=CC=C1)C1=CC=CC=C1 ((1,3-dioxolan-2-yl)methyl)triphenylphosphine bromide